ethyl-α-bromoisobutyrate C(C)OC(C(C)(C)Br)=O